allylammonia C(C=C)N